[Na].[Al].[Li].[F] fluorine lithium aluminum sodium